5-(5-bromofuran-2-yl)-3-chlorothiophene-2-carbaldehyde BrC1=CC=C(O1)C1=CC(=C(S1)C=O)Cl